2-(4-((4-(3-chloro-5-(trifluoromethyl)pyridin-2-yl)piperazin-1-yl)methyl)-2,6-dimethylphenoxy)-2-methylpropanoic acid ethyl ester C(C)OC(C(C)(C)OC1=C(C=C(C=C1C)CN1CCN(CC1)C1=NC=C(C=C1Cl)C(F)(F)F)C)=O